2-(6-Chloro-benzothiazol-2-ylamino)-1-methyl-1H-benzoimidazole-5-carboxylic acid [3-(4-methyl-piperazin-1-yl)-propyl]-amide CN1CCN(CC1)CCCNC(=O)C1=CC2=C(N(C(=N2)NC=2SC3=C(N2)C=CC(=C3)Cl)C)C=C1